C(C=C)C1=C(C(=C(C=C1)C=1NC=C(N1)C1=CC=CC=C1)O)OC 2-(4-allyl-2-hydroxy-3-methoxyphenyl)-4(s)-phenylimidazole